(4S)-4-amino-4-(pyridin-2-yl)butanamide N[C@@H](CCC(=O)N)C1=NC=CC=C1